2-(4-fluorophenyl)-3-(1H-pyrrolo[2,3-b]pyridin-4-yl)-4,5,6,7-tetrahydropyrazolo[1,5-a]pyrazine FC1=CC=C(C=C1)C1=NN2C(CNCC2)=C1C1=C2C(=NC=C1)NC=C2